(R)-2-((5-(2-(6-amino-2-methylhexan-3-yl)-2,6-diazaspiro[3.4]octan-6-yl)-1,2,4-triazin-6-yl)oxy)-N-ethyl-5-fluoro-N-isopropylbenzamide NCCC[C@H](C(C)C)N1CC2(C1)CN(CC2)C=2N=CN=NC2OC2=C(C(=O)N(C(C)C)CC)C=C(C=C2)F